(S)-N-(1-(3,4-dichlorophenyl)-2-(dimethylamino)ethyl)-4-(2-(trifluoromethyl)phenoxy)benzenesulfonamide ClC=1C=C(C=CC1Cl)[C@@H](CN(C)C)NS(=O)(=O)C1=CC=C(C=C1)OC1=C(C=CC=C1)C(F)(F)F